3,3-dimethyl-1-butylamine CC(CCN)(C)C